N-(4-chloro-2,3-difluorophenyl)-6-methyl-5-nitroisoquinolin-1-amine ClC1=C(C(=C(C=C1)NC1=NC=CC2=C(C(=CC=C12)C)[N+](=O)[O-])F)F